N-(3-hydroxy-3-methylbutyl)-4-(isopropylamino)-6-(pyridin-3-yl)-1,5-naphthyridine-3-carboxamide OC(CCNC(=O)C=1C=NC2=CC=C(N=C2C1NC(C)C)C=1C=NC=CC1)(C)C